C(N)(=N)C1=CC(=CS1)C=1C=C(C=CC1)N1CCC(CC1)NC1=CC=C(C=C1)Cl N-(3-(5-carbamimidoylthiophen-3-yl)phenyl)-4-((4-chlorophenyl)amino)piperidin